CN(C1CCC2=C(C(=CC=C12)C1=NC=2C=CNC(C2C(=C1)NC1=NC=C(C=C1)N1CCC(CC1)O)=O)F)C 2-[1-(dimethyl-amino)-4-fluoro-indan-5-yl]-4-[[5-(4-hydroxy-1-piperidyl)-2-pyridyl]amino]-6H-1,6-naphthyridin-5-one